(2R)-N-((S or R)-(3-chloro-4-fluorophenyl)(cis-3-(2,2,2-trifluoroethoxy)cyclobutyl)methyl)-2-methyl-3-oxopiperazine-1-carboxamide ClC=1C=C(C=CC1F)[C@@H](NC(=O)N1[C@@H](C(NCC1)=O)C)[C@@H]1C[C@@H](C1)OCC(F)(F)F |o1:8|